2-(4-(5-chloropyrimidin-2-yl)piperidin-1-yl)-5-oxo-6-methyl-6,7-dihydrothieno[3,2-d]pyrimidine ClC=1C=NC(=NC1)C1CCN(CC1)C=1N=CC2=C(N1)CC(S2=O)C